8-chloro-2-{1-[(3-methyl-1,3,4-oxadiazol-2-yl)methyl]-1H-pyrazol-4-yl}-7-[(2-methyl-1H-1,3-benzodiazol-6-yl)oxy]quinoxaline ClC=1C(=CC=C2N=CC(=NC12)C=1C=NN(C1)CC1OC=NN1C)OC=1C=CC2=C(NC(=N2)C)C1